2-hydroxyethane-disulfonic acid OC(CS(=O)(=O)O)S(=O)(=O)O